Cl.N[C@H](C(=O)NC1=CC=C(C=C1)C1=C(N(C(C=C1)=O)C)C)C1CCCCC1 (S)-2-amino-2-cyclohexyl-N-(4-(1,2-dimethyl-6-oxo-1,6-dihydropyridin-3-yl)phenyl)acetamide hydrochloride